3-(tert-butyl)-N-((R)-1-(3-fluoro-2-methyl-4-(6-((5-((S)-2-methylpiperazin-1-yl)pyridin-2-yl)amino)pyrimidin-4-yl)phenyl)ethyl)-1,2,4-oxadiazole-5-carboxamide C(C)(C)(C)C1=NOC(=N1)C(=O)N[C@H](C)C1=C(C(=C(C=C1)C1=NC=NC(=C1)NC1=NC=C(C=C1)N1[C@H](CNCC1)C)F)C